Sodium gadolinium tetrafluoride [F-].[F-].[F-].[F-].[Gd+3].[Na+]